NC1CCN(CC1)C=1N=C(C(=C(C#N)C1)C1=CC(=C(C=C1)OC)F)C1=CC(=C(C=C1)C#N)F 6-(4-aminopiperid-1-yl)-2-(4-cyano-3-fluorophenyl)-3-(3-fluoro-4-methoxyphenyl)isonicotinonitrile